1-({3,4-difluoro-2-[(2-fluoro-4-iodophenyl)amino]phenyl}carbonyl)-3-({[(1-methylpiperidin-4-yl)methyl]amino}methyl)azetidin-3-ol FC=1C(=C(C=CC1F)C(=O)N1CC(C1)(O)CNCC1CCN(CC1)C)NC1=C(C=C(C=C1)I)F